C1=CC=C(C=C1)C(=O)C2=C(C=C(C=C2O)O)O The molecule is a benzenetriol that is benzophenone in which one of the phenyl groups is substituted at by hydroxy groups at positions 2, 4, and 6. It is a benzenetriol and a hydroxybenzophenone. It is a conjugate acid of a 2,4,6-trihydroxybenzophenone(1-).